C(C)(=O)NC1=NN(C=C1C#N)C(=O)N(C)C 3-acetamido-4-cyano-N,N-dimethyl-1H-pyrazole-1-carboxamide